ClC=1N=C(C=2C(N1)=C(NN2)CC2CCCCC2)NC 5-chloro-3-(cyclohexylmethyl)-N-methyl-2H-pyrazolo[4,3-d]pyrimidin-7-amine